C1=CC=CC=2C3=CC=CC=C3C(C12)COC(=O)N(C1CC1)CC1CN(C1)C(=O)OC(C)(C)C tert-butyl 3-([([(9H-fluorene-9-yl)methoxy]carbonyl)(cyclopropyl)amino]methyl)azetidine-1-carboxylate